ICC(=O)NCCCCCC(=O)ON1C(CCC1=O)=O succinimidyl 6-((iodoacetyl)amino)hexanoate